4-[1-(2,6-dimethylphenyl)-1H-pyrazol-4-yl]-1H-pyrrolo[2,3-b]pyridine CC1=C(C(=CC=C1)C)N1N=CC(=C1)C1=C2C(=NC=C1)NC=C2